methyl 4-bromo-1H-benzo[d]imidazole-6-carboxylate BrC1=CC(=CC=2NC=NC21)C(=O)OC